2-(2-fluoro-4-methylphenyl)-5-(1H-pyrrolo[2,3-b]pyridin-4-yl)-1-{[2-(trimethylsilyl)ethoxy]methyl}-1H-pyrrole-3-carbonitrile FC1=C(C=CC(=C1)C)C=1N(C(=CC1C#N)C1=C2C(=NC=C1)NC=C2)COCC[Si](C)(C)C